C(C)C1C(CCC(CCC1)O)O 5-ethylcyclooctane-1,4-diol